C[C@H]1CC2(CN(C2)C(C=C)=O)CCN1 (S)-1-(6-methyl-2,7-diazaspiro[3.5]nonan-2-yl)prop-2-en-1-one